N-(3-((5-Chlorothiophen-2-yl)ethynyl)-1-methyl-1H-pyrrolo[2,3-b]pyridin-5-yl)-2-fluoroacrylamide ClC1=CC=C(S1)C#CC1=CN(C2=NC=C(C=C21)NC(C(=C)F)=O)C